N1C(=CC=2C=NC=CC21)CNC(CN2C(=NC=C(C2=O)NCC2=CC1=C(OC3=C1C=CC=C3)C=C2)C2=CC=C(C=C2)OC2COC2)=O N-((1H-pyrrolo[3,2-c]pyridine-2-yl)methyl)-2-(5-((dibenzo[b,d]furan-2-ylmethyl)amino)-2-(4-(oxetan-3-yloxy)phenyl)-6-oxopyrimidin-1(6H)-yl)acetamide